(E)-8-fluoroquinolin-3-amine FC=1C=CC=C2C=C(C=NC12)N